3-[(3R)-3-[(4-fluoro-3-hydroxyphenyl)methylamino]butanoyl]-3-azabicyclo[2.2.1]heptane-2-carbonitrile FC1=C(C=C(C=C1)CN[C@@H](CC(=O)N1C(C2CCC1C2)C#N)C)O